C(C)(C)OC1=C(C=CC=C1)CCC(C)NCC1(CCCCC1)O (((4-(2-isopropoxyphenyl)butan-2-yl)amino)methyl)cyclohexanol